FC(C=1C(=C(C=CC1)[C@@H](C)NC=1C2=C(N=C(N1)C)C=NC(=C2)P2(CCN(CC2)C(C(C)C)=O)=O)F)F 4-[4-({(1R)-1-[3-(difluoromethyl)-2-fluorophenyl]ethyl}amino)-2-methylpyrido[3,4-d]pyrimidin-6-yl]-1-(2-methylpropanoyl)-1,4lambda5-azaphosphinan-4-one